FC1=CC=C(C=C1)NC(CCCC)=O N-(4-fluorophenyl)pentanamide